phenylmercury nitrate [N+](=O)([O-])[O-].C1(=CC=CC=C1)[Hg+]